Cl.CC=1N=C(C=2N(C1)C=C(N2)C2=CC1=C(N=C(S1)C1CCNCC1)C(=C2)F)C 6-(6,8-dimethylimidazo[1,2-a]pyrazin-2-yl)-4-fluoro-2-(4-piperidinyl)-1,3-benzothiazole hydrochloride